C[C@@]1([C@@H](CCCC1)O)O (trans)-1-methyl-1,2-cyclohexanediol